2-(methylsulfonyl)-8-(propan-2-yl)pyrido[2,3-d]Pyrimidin-7(8H)-one CS(=O)(=O)C=1N=CC2=C(N1)N(C(C=C2)=O)C(C)C